C1(=CC=CC=C1)[C@H]([C@H]1CNC2=C(N1)N=CC=C2)NCCC2=CC(=CS2)CC(=O)O 2-[5-[2-[[(R)-phenyl-[(3R)-1,2,3,4-tetrahydropyrido[2,3-b]pyrazin-3-yl]methyl]amino]ethyl]-3-thienyl]acetic acid